3-(5-((1S,4S)-5-benzhydryl-2,5-diazabicyclo[2.2.1]heptane-2-carbonyl)-6-fluoro-1-oxoisoindolin-2-yl)piperidine-2,6-dione C(C1=CC=CC=C1)(C1=CC=CC=C1)N1[C@@H]2CN([C@H](C1)C2)C(=O)C=2C=C1CN(C(C1=CC2F)=O)C2C(NC(CC2)=O)=O